C[C@@H]1NCCC(C1)C (S)-2,4-dimethylpiperidine